(3-(piperidin-3-ylmethyl)-1,2,3-oxadiazol-3-ium-5-yl)amide N1CC(CCC1)C[N+]1=NOC(=C1)[NH-]